C1OC=2C=C(C[C@H](N)C)C=CC2O1 |o1:6| (R)- or (S)-3,4-methylenedioxyamphetamine